C(C)(C)(C)OC(=O)N1CC(C(CC1)C1=CC=C2C(=NN(C2=C1)C)N1C(NC(CC1)=O)=O)(F)F 4-[3-(2,4-dioxohexahydropyrimidin-1-yl)-1-methyl-indazol-6-yl]-3,3-difluoro-piperidine-1-carboxylic acid tert-butyl ester